BrC1=C(C=C2C(=NC(=NC2=C1F)S)O)C(F)(F)F 7-Bromo-8-fluoro-2-mercapto-6-(trifluoromethyl)quinazolin-4-ol